[N+](=O)([O-])C=1C=C(C2=C(COC3=CC=CC=C23)C1)C#N 8-nitro-6H-benzo[c]chromene-10-carbonitrile